3-(3-(2-pyridyl)-4-thiazolinonyl)-N-(4-thienylbutyl)benzamide N1=C(C=CC=C1)N1C(SC=C1C=1C=C(C(=O)NCCCCC=2SC=CC2)C=CC1)=O